FC(OC=1C=NC(=NC1)N[C@@H]1C[C@H](CC1)NC1=CC=C(C=N1)CC#N)F 2-(6-{[(1S,3S)-3-[(5-(difluoromethoxy)pyrimidin-2-yl)amino]cyclopentyl]amino}pyridin-3-yl)acetonitrile